CNC(=O)NCCCCCCCCC N-methyl-N'-nonylurea